NC=1N=NC(=CC1C1=CC=C(C=C1)N1CCC(CC1)NC1=C2C(N(C(C2=CC=C1)=O)C1C(NC(CC1)=O)=O)=O)C1=C(C=CC=C1)O 4-((1-(4-(3-amino-6-(2-hydroxyphenyl)pyridazin-4-yl)phenyl)piperidin-4-yl)amino)-2-(2,6-dioxopiperidin-3-yl)isoindoline-1,3-dione